4-Amino-8-(2-fluoro-5-((6-methyl-2,6-diazaspiro[3.4]octan-2-yl)methyl)phenyl)-2-oxo-N-propyl-1,2-dihydroquinoline-3-carboxamide NC1=C(C(NC2=C(C=CC=C12)C1=C(C=CC(=C1)CN1CC2(C1)CN(CC2)C)F)=O)C(=O)NCCC